OF monohydroxyfluorine